C(C)OCCC1=NN2C(N(C(C(CC2)NC(OC(C)(C)C)=O)=O)C)=C1 tert-butyl (2-(2-ethoxyethyl)-4-methyl-5-oxo-5,6,7,8-tetrahydro-4H-pyrazolo[1,5-a][1,3]diazepin-6-yl)carbamate